C(C=C)(=O)N1CC(CC1)C=1C=C(C=NC1OC)C1=C(C2=C(C(=N1)C=1C=C3CCN(CC3=CC1)C(=O)OC(C)(C)C)C=CS2)C2=C(C=C(C=C2)F)OCCOC tert-butyl 6-(6-(5-(1-propenoylpyrrolidin-3-yl)-6-methoxypyridin-3-yl)-7-(4-fluoro-2-(2-methoxyethoxy) phenyl) thieno[3,2-c]pyridin-4-yl)-3,4-dihydroisoquinoline-2(1H)-carboxylate